ClC1=C(CSC2=NN=C3N2C(=C(C(N3)=O)C)C)C(=CC=C1)F 3-[(2-chloro-6-fluorobenzyl)sulfanyl]-5,6-dimethyl-[1,2,4]triazolo[4,3-a]pyrimidin-7(8H)-one